acryloxyhexyltrifluorosilane C(C=C)(=O)OCCCCCC[Si](F)(F)F